2-(2-fluorophenyl)-N-(3-((3-iodo-1H-indazol-6-yl)thio)phenyl)acetamide FC1=C(C=CC=C1)CC(=O)NC1=CC(=CC=C1)SC1=CC=C2C(=NNC2=C1)I